[(1R)-1-phenylethyl] N-[5-(azetidin-3-yl)-3-methyl-isoxazol-4-yl]carbamate N1CC(C1)C1=C(C(=NO1)C)NC(O[C@H](C)C1=CC=CC=C1)=O